NS(=O)(=O)C=1C=C(C=CC1C)NC1=NC=C(C(=N1)NC=1C=CC2=C(C[C@@H](O2)C(=O)N(C)C)C1)F |r| Racemic-N2-(3-Aminosulfonyl-4-methylphenyl)-N4-[2-(N,N-dimethylaminocarbonyl)-2,3-dihydrobenzofuran-5-yl]-5-fluoro-2,4-pyrimidinediamine